beta-octoxy-5alpha-hydroxy-6beta-[2-(1H-imidazol-4-yl)ethylamino]cholestane CC(CCCCCC)OCC(C)CCC[C@@H](C)[C@H]1CC[C@H]2[C@@H]3C[C@H]([C@]4(CCCC[C@]4(C)[C@H]3CC[C@]12C)O)NCCC=1N=CNC1